(R)-9-oxo-8-(5-((1S,2R)-2-(trifluoromethyl)cyclohexyl)thiazol-2-yl)octahydro-2H-pyrazino[1,2-a]pyrazine-2-carbonitrile O=C1N(CCN2[C@@H]1CN(CC2)C#N)C=2SC(=CN2)[C@@H]2[C@@H](CCCC2)C(F)(F)F